4-((6-chloro-3-(methylcarbamoyl)-7-(trifluoromethyl)thieno[3,2-b]pyridin-5-yl)oxy)piperidine-1-carboxylic acid tert-butyl ester C(C)(C)(C)OC(=O)N1CCC(CC1)OC1=C(C(=C2C(=N1)C(=CS2)C(NC)=O)C(F)(F)F)Cl